C(C1=CC=CC=C1)C1CC(=NO1)C(C)(C)NC(=O)C1=NC=CC2=CC=CC=C12 5-benzyl-3-(2-(isoquinoline-1-carboxamido)propan-2-yl)-4,5-dihydroisoxazole